S1C(=CC=C1)SSC=1SC=CC1 2,2'-dithiobis-thiophene